N-[4-(3-{7-amino-1-oxo-4-[3-(thiophen-2-yl)-1H-indazol-5-yl]-2,3-dihydro-1H-isoindol-2-yl}prop-1-en-2-yl)pyridin-2-yl]acetamide NC=1C=CC(=C2CN(C(C12)=O)CC(=C)C1=CC(=NC=C1)NC(C)=O)C=1C=C2C(=NNC2=CC1)C=1SC=CC1